N(=[N+]=[N-])CC=1C(=NOC1C1=CC=C(C=N1)O[C@@H]1C[C@H](CCC1)C(=O)OC(C)C)C Isopropyl (1S,3S)-3-((6-(4-(azidomethyl)-3-methylisoxazol-5-yl)pyridin-3-yl) Oxy)cyclohexane-1-carboxylate